(R)-3-((3-(8-((2,4-Dimethoxybenzyl)amino)pyrimido[5,4-d]pyrimidin-2-yl)-4-methylphenyl)ethynyl)-3-hydroxy-1-methylpyrrolidin-2-one COC1=C(CNC2=NC=NC3=C2N=C(N=C3)C=3C=C(C=CC3C)C#C[C@]3(C(N(CC3)C)=O)O)C=CC(=C1)OC